1-(2-((3S,5S)-5-((S)-2-cyano-4,4-difluoropyrrolidine-1-carbonyl)-2-oxopyrrolidin-3-yl)acetyl)pyrrolidine-3-carboxylic acid C(#N)[C@H]1N(CC(C1)(F)F)C(=O)[C@@H]1C[C@H](C(N1)=O)CC(=O)N1CC(CC1)C(=O)O